6-(1-(difluoromethyl)-1H-pyrazol-3-ylsulfonyl)-2-((6-methoxypyridin-3-yl)methyl)phthalazin FC(N1N=C(C=C1)S(=O)(=O)C=1C=C2C=NN(CC2=CC1)CC=1C=NC(=CC1)OC)F